ClC=1C(=C2C(=NC1C)CN(C2)C(=O)[C@H]2CN(CC2)C2=CN=NC=C2)C (3-chloro-2,4-dimethyl-5,7-dihydropyrrolo[3,4-b]pyridin-6-yl)-[(3R)-1-pyridazin-4-ylpyrrolidin-3-yl]methanone